ClC1=NC(=NC(=N1)N1C2=CC(=CC=C2C=2C=CC(=CC12)C(F)(F)F)C(F)(F)F)N1C2=CC(=CC=C2C=2C=CC(=CC12)C(F)(F)F)C(F)(F)F 2-chloro-4,6-bis(2,7-bistrifluoromethyl-9H-carbazol-9-yl)-1,3,5-triazine